sodium 3-[N-Tris(hydroxymethyl) methylamino]-2-hydroxypropanesulfonate OCC(NCC(CS(=O)(=O)[O-])O)(CO)CO.[Na+]